6-Methyl-3-[[(1R)-1-(6-methyl-4-oxo-2-phenyl-chromen-8-yl)ethyl]amino]-pyridine-2-carboxylic acid CC1=CC=C(C(=N1)C(=O)O)N[C@H](C)C=1C=C(C=C2C(C=C(OC12)C1=CC=CC=C1)=O)C